CN(C)C(C=O)=CC1=CC=CC=C1 N,N-dimethylaminocinnamaldehyde